Cl.N(=NC(C)(C)C=1NC(CN1)C)C(C)(C)C=1NC(CN1)C 2,2'-azobis[2-(5-methyl-2-imidazolin-2-yl)-propane] hydrochloride